2-(4-((1S,3R)-6-(1-ethyl-1H-pyrazol-4-yl)-2-(2-fluoro-2-methylpropyl)-3-methyl-1,2,3,4-tetrahydroisoquinolin-1-yl)-3,5-difluorophenoxy)ethan-1-amine C(C)N1N=CC(=C1)C=1C=C2C[C@H](N([C@@H](C2=CC1)C1=C(C=C(OCCN)C=C1F)F)CC(C)(C)F)C